NN1C(=NC(=C1C(=O)N)C1=CC=C(C=C1)C(NC1=NC=CC=C1)=O)C1N(CCC1)C(C=CC)=O 1-amino-2-(1-(but-2-enoyl)pyrrolidin-2-yl)-4-(4-(pyridin-2-ylcarbamoyl)phenyl)-1H-imidazole-5-carboxamide